C(C)(C)(C)OC(N(CC1CCNCC1)C[C@@H](C1=C2C=CC(NC2=C(C=C1)O)=O)O[Si](C)(C)C(C)(C)C)=O (R)-tert-Butyl(2-((tert-butyldimethylsilyl)oxy)-2-(8-hydroxy-2-oxo-1,2-dihydroquinolin-5-yl)ethyl)(piperidin-4-ylmethyl)carbamate